N=1C=CN2C1CCCC2 5,6,7,8-Tetrahydroimidazo[1,2-a]pyridine